3,4-DIFLUORO-5-METHOXYBENZALDEHYDE FC=1C=C(C=O)C=C(C1F)OC